C(#N)C1=C(C(=CC=C1OC)F)S(=O)(=O)N(C)CC 2-cyano-N-ethyl-6-fluoro-3-methoxy-N-methyl-benzenesulfonamide